NC(CNC(OC(C)(C)C)=O)(C)C=1SC=C(N1)CO[Si](C)(C)C(C)(C)C Tert-butyl (2-amino-2-(4-(((tert-butyldimethylsilyl)oxy)methyl)thiazol-2-yl)propyl)carbamate